FC1=C(O[C@H]2CN(CC2)C(=O)OC(C)(C)C)C=C(C=C1)F tert-Butyl (R)-3-(2,5-difluorophenoxy)pyrrolidine-1-carboxylate